FC1=C(OCC2=CC(=CC3=C2C=C(O3)C=3N=C2SC(=NN2C3)C)OC)C=C(C=C1)N1CCN(CC1)CCC 6-(4-((2-fluoro-5-(4-propylpiperazin-1-yl)phenoxy)methyl)-6-methoxybenzofuran-2-yl)-2-methylimidazo[2,1-b][1,3,4]thiadiazole